CN1C(=NC(=C1)C(F)(F)F)C1=CC=C(C=C1)C1(CC1)N (4-(1-methyl-4-(trifluoromethyl)-1H-imidazol-2-yl)phenyl)cyclopropan-1-amine